C=C[Zr](C)(C1C=CC=C1)C1C=CC=C1 methylenebis(cyclopentadienyl)dimethylzirconium